N-(3-AZABICYCLO[3.2.1]OCTAN-8-YL)-6,7-DIHYDRO-5H-PYRROLO[1,2-B][1,2,4]TRIAZOL-2-AMINE C12CNCC(CC1)C2NC=2N=C1N(N2)CCC1